FC=1C=C(C=CC1NS(=O)(=O)N1CCCC1)C1=C2C(=NC=C1)NC=C2 4-(3-fluoro-4-(pyrrolidine-1-sulfonamido)phenyl)-1H-pyrrolo[2,3-b]pyridin